1-(3-methylindolin-1-yl)-3-(pyrrolidin-1-yl)prop-2-en-1-one methyl-((1-(3-fluoro-9-methyl-7-oxo-5,7-dihydro-6H-benzo[c]xanthen-11-yl)ethyl)amino)benzoate CC=1C(=C(C(=O)O)C=CC1)NC(C)C=1C=2OC=3C4=C(CCC3C(C2C=C(C1)C)=O)C=C(C=C4)F.CC4CN(C1=CC=CC=C41)C(C=CN4CCCC4)=O